ClC=1C=C(C=CC1)C1=CC(=CC=C1)C1=C(C2=CC=CC=C2C=C1)N1C2=CC=CC=C2C=2C=CC=CC12 9-(2-(3'-chloro-[1,1'-biphenyl]-3-yl)naphthalen-1-yl)-9H-carbazole